2,6-dichloro-4-((1-methylpiperidin-4-yl)oxy)pyridine ClC1=NC(=CC(=C1)OC1CCN(CC1)C)Cl